COC=1N=C2C(=CC=NC2=CC1OC)OC1=C(C=C(C=C1)NC(=O)C1=CN(C(=C(C1=O)C1=CC=C(C=C1)F)C)C(C)C)F N-[4-[(6,7-dimethoxy-1,5-naphthyridin-4-yl)oxy]-3-fluorophenyl]-5-(4-fluorophenyl)-6-methyl-4-oxo-1-propan-2-ylpyridine-3-carboxamide